9-(3-amino-3-oxopropyl)-6-[5-(2-methyl-1H-imidazol-1-yl)thiophen-2-yl]-9H-carbazole-2-carboxylic acid NC(CCN1C2=CC=C(C=C2C=2C=CC(=CC12)C(=O)O)C=1SC(=CC1)N1C(=NC=C1)C)=O